2-hydroxy-3-morpholinepropanesulfonic acid OC1C(NCCO1)CCCS(=O)(=O)O